4-(7-(5-bromo-2-chlorophenyl)imidazo[5,1-b]oxazol-5-yl)benzonitrile BrC=1C=CC(=C(C1)C=1N=C(N2C1OC=C2)C2=CC=C(C#N)C=C2)Cl